[K+].C(CCCCCCC)(=O)[O-] octanoic acid potassium salt